FC1(CCN(CCC1)C1=NC2=CC(=CC=C2C=C1C(=O)NC1=CC(=CC=C1)S(N)(=O)=O)C(F)(F)F)F 2-(4,4-difluoroazepan-1-yl)-N-(3-sulfamoylphenyl)-7-(trifluoromethyl)quinoline-3-carboxamide